4-cyclopropylformyl-piperazine C1(CC1)C(=O)N1CCNCC1